9-[3-(7H-dibenzo[c,g]carbazol-7-yl)phenyl]naphtho[1',2':4,5]furo[2,3-b]pyrazine C1=CC=CC=2C=CC=3N(C=4C=CC5=C(C4C3C21)C=CC=C5)C=5C=C(C=CC5)C5=CN=C2C(=N5)OC5=C2C=2C=CC=CC2C=C5